(4-bromophenyl)(cyclopropyl)sulfane BrC1=CC=C(C=C1)SC1CC1